4-methyl-6-methyl-1,3,5-triazine-2-amine CC1=NC(=NC(=N1)C)N